2-fluoro-N-(6-(5-methyl-1H-indazol-4-yl)imidazo[1,2-b]pyridazin-2-yl)cyclopropane-1-carboxamide FC1C(C1)C(=O)NC=1N=C2N(N=C(C=C2)C2=C3C=NNC3=CC=C2C)C1